ClC=1N=C(C2=C(N1)N(C=C2)CCCN2CCCC2)NC2CCN(CC2)C(C)C 2-chloro-N-(1-isopropylpiperidin-4-yl)-7-(3-(pyrrolidin-1-yl)propyl)-7H-pyrrolo[2,3-d]pyrimidin-4-amine